7-(hydroxymethyl)-3-methylpyrazolo[1,5-a]quinoxalin-4(5H)-one OCC=1C=C2NC(C=3N(C2=CC1)N=CC3C)=O